2,4-bis(4-methylphenylthio)-1,3,2λ5,4λ5-dithiadiphosphetane-2,4-dithione CC1=CC=C(C=C1)SP1(SP(S1)(=S)SC1=CC=C(C=C1)C)=S